C(C1=CC=CC=C1)(=O)OC(=C)C1=CC=CC=C1 O-(1-phenylvinyl) benzoate